COC1=CC=C(COC2=NN(C=C2CO)C2OCCCC2)C=C1 (3-((4-methoxybenzyl)oxy)-1-(tetrahydro-2H-pyran-2-yl)-1H-pyrazol-4-yl)methanol